N(C)CC(=O)OCC=C allyl sarcosinate